COC=1C=C2C(=C(C(NC2=C(C1)C)=O)C(F)(F)F)C 6-methoxy-4,8-dimethyl-3-(trifluoromethyl)quinolin-2(1H)-one